ClC1=CC(N(C=C1C(N(C)C(C)C)=O)CC1(C(CN(CC1)C(=O)OC(C)(C)C)(C)C)O)=O tert-butyl 4-((4-chloro-5-(isopropyl (methyl) carbamoyl)-2-oxopyridin-1(2H)-yl) methyl)-4-hydroxy-3,3-dimethylpiperidine-1-carboxylate